BrC=1SC2=C(N1)C(=CC(=C2)C(=O)OC)OCC methyl 2-bromo-4-ethoxy-1,3-benzothiazole-6-carboxylate